N[C@@H](CCCCN)C(=O)O.[Na] sodium monolysine